C(CCC)C1=CC=C(CC2=NOC(=N2)CCl)C=C1 3-(4-butylbenzyl)-5-(chloromethyl)-1,2,4-oxadiazole